3,9-bis{2-[3-(3-t-butyl-4-hydroxy-5-methylphenyl)propionyloxy]-1,1'-dimethylethyl}-2,4,8,10-tetraoxaspiro[5.5]undecane C(C)(C)(C)C=1C=C(C=C(C1O)C)CCC(=O)OCC(C)(C)C1OCC2(CO1)COC(OC2)C(COC(CCC2=CC(=C(C(=C2)C)O)C(C)(C)C)=O)(C)C